CN(C)CC1=C2C3(CN(C(C2=CC(=C1)CN1C(=NC=C1)NC)=O)[C@@H](C)C1=NC=C(C(=C1)OCC)F)CCCC3 (S)-5'-((dimethylamino)methyl)-2'-(1-(4-ethoxy-5-fluoropyridine-2-yl)ethyl)-7'-((2-(methylamino)-1H-imidazol-1-yl)methyl)-2',3'-dihydro-1'H-spiro[cyclopentan-1,4'-isoquinoline]-1'-one